FC(C(=O)O)(F)F.FC(C(=O)O)(F)F.FC(C(=O)O)(F)F.C1(CC1)CCN(C1=C2CN(C(C2=CC=C1)=O)C1C(NC(CC1)=O)=O)C1CCC(CC1)N(C)CCC(F)F 3-(4-((2-cyclopropylethyl)((1s,4s)-4-((3,3-difluoropropyl)(methyl)amino)cyclohexyl)amino)-1-oxoisoindolin-2-yl)piperidine-2,6-dione tris(2,2,2-trifluoroacetate)